3-(4-bromo-2,5-difluorobenzylidene)azetidine BrC1=CC(=C(C=C2CNC2)C=C1F)F